CS(=O)(=O)CCNC(=O)C=1NC=C(C1)C1=NC(=NC=C1C(F)(F)F)N[C@@H]1CNCCC1 N-(2-methanesulfonylethyl)-4-(2-{[(3S)-piperidin-3-yl]amino}-5-(trifluoromethyl)pyrimidin-4-yl)-1H-pyrrol-2-carboxamide